(2S)-2-(4-bromo-2-fluorophenoxy)-N-cyclobutoxypropanamide BrC1=CC(=C(O[C@H](C(=O)NOC2CCC2)C)C=C1)F